NC1=NC=2C=CC(=CC2C=2N1C=NC2)C(=O)N2C(COCC2)C2=NC=C(C=C2)C(F)(F)F (5-aminoimidazo[1,5-c]quinazolin-9-yl)(3-(5-(trifluoromethyl)pyridin-2-yl)morpholino)methanone